C12(CC3CC(CC(C1)C3)C2)C=2C=CC3=C(N=C(S3)N)C2C=2C3=CC=C(C=C3C=C3C=CC(=CC23)C(C)(C)C)C(C)(C)C (adamantan-1-yl)-4-(2,6-di-tert-butylanthracen-9-yl)benzothiazol-2-amine